[Au](C#N)(C#N)(C#N)C#N.[K] potassium gold tetracyanide